N1(C=NC=C1)C=1N=C(C2=C(N1)C(=CN2)C)C(=O)OCC Ethyl 2-(1H-imidazol-1-yl)-7-methyl-5H-pyrrolo[3,2-d]pyrimidine-4-carboxylate